[Cu]=O.[Ba] barium-copper-oxide